4-((methylthio)methyl)piperidine-1-carboxylic acid tert-butyl ester C(C)(C)(C)OC(=O)N1CCC(CC1)CSC